CNC(=O)C1=CC=NC2=C(C=CC=C12)C(CNC1=CC(=NC=N1)C=1C=NC(=NC1)C)C N-methyl-8-(1-((2'-methyl-[4,5'-bipyrimidin]-6-yl)amino)propan-2-yl)quinoline-4-carboxamide